C(C)OC(=O)C=1C=NOC1 Isoxazole-4-carboxylic acid ethyl ester